1-[3-[3,5-dimethyl-1-(2,2,2-trifluoroethyl)pyrazol-4-yl]pyrazolo[1,5-a]pyridin-5-yl]pyrazole-4-carboxylic acid CC1=NN(C(=C1C=1C=NN2C1C=C(C=C2)N2N=CC(=C2)C(=O)O)C)CC(F)(F)F